CC=1C=C(C=CC1OC(F)(F)F)B(O)O (3-methyl-4-(trifluoromethoxy)phenyl)boronic acid